hexaanimine copper iodide [Cu](I)I.C(CCCCC)=N